2,4,6-tribromoresorcinol BrC1=C(O)C(=CC(=C1O)Br)Br